NC=1N=C(C2=C(N1)NC(=C2)CNC(C=C)=O)C2=C(C(=CC=C2)N2C(C1=C(C=C(C=C1C=C2)C2CC2)F)=O)CO N-({2-amino-4-[3-(6-cyclopropyl-8-fluoro-1-oxoisoquinolin-2(1H)-yl)-2-(hydroxymethyl)phenyl]-7H-pyrrolo[2,3-d]pyrimidin-6-yl}methyl)acrylamide